COC(C(F)(F)F)(C(F)(F)F)C=1C=C(C=C(C1)C(C(F)(F)F)(OC)C(F)(F)F)[B-](C1=CC(=CC(=C1)C(C(F)(F)F)(OC)C(F)(F)F)C(C(F)(F)F)(OC)C(F)(F)F)(C1=CC(=CC(=C1)C(C(F)(F)F)(OC)C(F)(F)F)C(C(F)(F)F)(OC)C(F)(F)F)C1=CC(=CC(=C1)C(C(F)(F)F)(OC)C(F)(F)F)C(C(F)(F)F)(OC)C(F)(F)F.[Na+] sodium tetrakis[3,5-bis[1-methoxy-2,2,2-trifluoro-1-(trifluoromethyl)ethyl]phenyl]borate